N-(1-butyl-3-cyano-1H-pyrrolo[2,3-b]quinoxalin-2-yl)-4-chlorobenzamide C(CCC)N1C(=C(C=2C1=NC1=CC=CC=C1N2)C#N)NC(C2=CC=C(C=C2)Cl)=O